C/C=C\\1/C[C@@]2([C@@](O2)(C(=O)OCC3=CC[N+]4([C@H]3[C@@H](CC4)OC1=O)[O-])C)CO The molecule is a pyrrolizine alkaloid that is erucifoline in which the tertiary amino function has been oxidised to the corresponding N-oxide. It has a role as a Jacobaea metabolite. It is an epoxide, a macrocyclic lactone, an olefinic compound, an organic heteropentacyclic compound, a primary alcohol, a pyrrolizine alkaloid and a tertiary amine oxide. It derives from an erucifoline.